thieno[3,2-C]pyridin-2-ylmethylamine hydrochloride Cl.S1C(=CC=2C=NC=CC21)CN